2-(Benzylamino)pyridin C(C1=CC=CC=C1)NC1=NC=CC=C1